3-(2-azabicyclo[3.1.0]hex-2-yl)-1-(4-(3-isopropyl-2-(8-methyltetrazolo[1,5-a]pyridin-6-yl)-1H-indol-5-yl)piperidin-1-yl)propan-1-one C12N(CCC2C1)CCC(=O)N1CCC(CC1)C=1C=C2C(=C(NC2=CC1)C=1C=C(C=2N(C1)N=NN2)C)C(C)C